O(C1=CC=CC=C1)CCCC(=O)NCC(=O)N1CC2(C[C@H]1C(=O)O)CCCC2 (S)-2-((4-phenoxybutyryl)glycyl)-2-azaspiro[4.4]Nonane-3-carboxylic acid